ethyl 4-formylthieno[2,3-b]pyridine-6-carboxylate C(=O)C1=C2C(=NC(=C1)C(=O)OCC)SC=C2